N,N-dimethyl-methane-diamine formate C(=O)O.CN(CN)C